C1(OC[C@@H]2CCCC[C@H]12)=S cis-hexahydroisobenzofuran-1-thione